5-{[5-(6-{[(1R,3S)-3-aminocyclohexyl]oxy}-2,3-dihydrofuro[3,2-b]pyridin-7-yl)-1H-pyrazol-3-yl]amino}pyrazine-2-carbonitrile N[C@@H]1C[C@@H](CCC1)OC=1C(=C2C(=NC1)CCO2)C2=CC(=NN2)NC=2N=CC(=NC2)C#N